C(C)C1=C(C=NN1COCC[Si](C)(C)C)C(C)=O 1-(5-ethyl-1-{[2-(trimethylsilyl)ethoxy]methyl}-4-pyrazolyl)-1-ethanone